Quinazolin-6-one N1=CN=CC=2CC(C=CC12)=O